C(#N)C1=CC(=C(COC2=CC=CC(=N2)N2C[C@@H](N(CC2)[C@@H](C)C2=NC3=C(N2C[C@H]2OCC2)C=C(C=C3)C(=O)O)C)C=C1)F 2-((S)-1-((S)-4-(6-((4-cyano-2-fluorobenzyl)oxy)pyridine-2-yl)-2-methylpiperazin-1-yl)ethyl)-1-(((S)-oxetan-2-yl)methyl)-1H-benzo[d]imidazole-6-carboxylic acid